NC=1N=C(SC1C(=O)C1=NC(=NO1)C=1C=NN(C1)C)N(C1=CC=C(C=C1)F)C(C(=O)N)C (N-[4-amino-5-[3-(1-methylpyrazol-4-yl)-1,2,4-oxadiazole-5-carbonyl]thiazol-2-yl]-4-fluoro-anilino)propanamide